3-methoxymethyl-1,2-dimethyl-1,4-dihydropyrimidinium COCN1C([NH+](C=CC1)C)C